2'-amino-5-chloro-2,4'-difluoro-N-(4-(methylsulfonamido)-3-(trifluoromethyl)phenyl)-[1,1'-biphenyl]-4-carboxamide NC1=C(C=CC(=C1)F)C1=C(C=C(C(=C1)Cl)C(=O)NC1=CC(=C(C=C1)NS(=O)(=O)C)C(F)(F)F)F